C1CCC2=CN=CC=C12 5-aza-indane